N1=CC=C(C=C1)C=1C2=CC=C(N2)C(=C2C=CC(C(=C3C=CC(=C(C=4C=CC1N4)C4=CC=NC=C4)N3)C3=CC=NC=C3)=N2)C2=CC=NC=C2 5,10,15,20-Tetra(p-pyridyl)porphyrin